3-(5-amino-2-((2-fluoro-6-vinylphenyl)(hydroxy)methyl)-[1,2,4]Triazolo[1,5-c]Pyrimidin-7-yl)-2-fluorobenzonitrile NC1=NC(=CC=2N1N=C(N2)C(O)C2=C(C=CC=C2C=C)F)C=2C(=C(C#N)C=CC2)F